FC1=C(C(=CC=2SC(=CC21)C(CC(C(=O)OC)(C)C)=O)OC)OCCCOC2=C(C1=C(SC(=C1)C(C=C(C)C)=O)C=C2OC)F Methyl 4-(4-fluoro-5-(3-((4-fluoro-6-methoxy-2-(3-methylbut-2-enoyl) benzo[b]thiophen-5-yl) oxy) propoxy)-6-methoxybenzo[b]thiophen-2-yl)-2,2-dimethyl-4-oxobutanoate